2-(3-pyridyloxy)acetic acid hydrochloride Cl.N1=CC(=CC=C1)OCC(=O)O